O=C1OC(CN1)C(=O)[O-] 2-oxooxazolidine-5-carboxylate